5-((5-chloro-2-(3-(trifluoromethyl)-1H-pyrazol-1-yl)pyrimidin-4-yl)amino)-6-fluoro-3-(3-hydroxy-3-methylbutyl)-1-methyl-1,3-dihydro-2H-benzo[d]imidazol-2-one ClC=1C(=NC(=NC1)N1N=C(C=C1)C(F)(F)F)NC1=CC2=C(N(C(N2CCC(C)(C)O)=O)C)C=C1F